mononitrogen oxide [N]=O